3-(4-amino-2-nitrophenyl)-5,6-dihydro-2H-pyridine-1-carboxylic acid tert-butyl ester C(C)(C)(C)OC(=O)N1CC(=CCC1)C1=C(C=C(C=C1)N)[N+](=O)[O-]